ClC1=CC(=C(S1)C1=CC=C(C(=N1)C)O[C@@H]1C[C@H](CCC1)C(=O)O)CNC(=O)O[C@H](C)C1=CC=CC=C1 (1S,3S)-3-((6-(5-chloro-3-(((((R)-1-phenylethoxy)carbonyl)amino)methyl)thiophen-2-yl)-2-methylpyridin-3-yl)oxy)cyclohexane-1-carboxylic acid